(Z)-6-hydroxy-3,8-diphenyl-6-(p-tolyl)oct-2-ene-4,7-diyne-1-al OC(C#C\C(=C/C=O)\C1=CC=CC=C1)(C#CC1=CC=CC=C1)C1=CC=C(C=C1)C